2-(2-(2-(4-(methoxycarbonyl)piperidin-1-yl)ethoxy)ethoxy)acetic acid COC(=O)C1CCN(CC1)CCOCCOCC(=O)O